NC1CCN(CC1)CCOCCOC1=C(C=C(C=C1)NC1C(NC(CC1)=O)=O)F 3-[(4-{2-[2-(4-aminopiperidin-1-yl)ethoxy]ethoxy}-3-fluorophenyl)amino]piperidine-2,6-Dion